C(C)C(CCC=1C(=CC=CC1)S(=O)(=O)NCC)CCCC 2-ethylhexyl-N-ethyl-o-toluenesulfonamide